4-FLUORO-2-MERCAPTOBENZALDEHYDE FC1=CC(=C(C=O)C=C1)S